COC(=O)C1=C(C=NC=C1)NC[C@H]1CCCC2=CC(=CC=C12)SC1=C(C=CC=C1)F 3-({[(1S)-6-[(2-fluorophenyl)thio]-1,2,3,4-tetrahydronaphthalen-1-yl]methyl}amino)pyridine-4-carboxylic acid methyl ester